N-(4-(2-(2-amino-4-fluorophenyl)-3H-imidazo[4,5-b]pyridin-7-yl)-2-fluorobenzyl)-3-(tert-butyl)-1,2,4-oxadiazole-5-carboxamide NC1=C(C=CC(=C1)F)C1=NC=2C(=NC=CC2C2=CC(=C(CNC(=O)C3=NC(=NO3)C(C)(C)C)C=C2)F)N1